(5-chloro-3-ethylpyrazolo[1,5-a]pyrimidin-7-yl)((3-fluoro-[1,1'-biphenyl]-4-yl)methyl)carbamic acid tert-butyl ester C(C)(C)(C)OC(N(CC1=C(C=C(C=C1)C1=CC=CC=C1)F)C1=CC(=NC=2N1N=CC2CC)Cl)=O